N-(3-((4-(4-(3-Aminophenyl)-2-(methylthio)-1-((2-(trimethylsilyl)ethoxy)methyl)-1H-imidazol-5-yl)pyridin-2-yl)amino)-4-methoxyphenyl)acrylamide NC=1C=C(C=CC1)C=1N=C(N(C1C1=CC(=NC=C1)NC=1C=C(C=CC1OC)NC(C=C)=O)COCC[Si](C)(C)C)SC